8-(4-phenylthiobenzyl)-1-aza-8-azoniabicyclo[5.4.0]-7-undecene tetraphenyl-borate C1(=CC=CC=C1)[B-](C1=CC=CC=C1)(C1=CC=CC=C1)C1=CC=CC=C1.C1(=CC=CC=C1)SC1=CC=C(C[N+]2=C3CCCCCN3CCC2)C=C1